C(C)(=O)O[C@@H](CC=1C=C(C=CC1)[C@](C(=O)OCC1=CC=CC=C1)(CCCC(CS(=O)(=O)CCO[Si](C)(C)C(C)(C)C)(C)C)C)C Benzyl (R)-2-(3-((R)-2-acetoxypropyl)phenyl)-7-((2-((tert-butyldimethylsilyl)oxy)ethyl)sulfonyl)-2,6,6-trimethylheptanoate